CC(CC[N+](=O)[O-])C 3-methyl-1-nitro-butane